FC=1C(=C2N(C=C(N=C2)C)C1C(=O)N)C1=NC(=NN1)C=1N(N=C(C1O)C)CCC1=CC=C(C=C1)OC 7-fluoro-8-[3-[4-hydroxy-2-[2-(4-methoxyphenyl)ethyl]-5-methyl-pyrazol-3-yl]-1H-1,2,4-triazol-5-yl]-3-methyl-pyrrolo[1,2-a]pyrazine-6-carboxamide